CC=1C=C(OC2=CC=C(C=C2)C2CCCN3C2=NS(CC3)(=O)=O)C=CC1 9-[4-(3-methylphenoxy)phenyl]-3,4,6,7,8,9-hexahydropyrido[2,1-c][1,2,4]thiadiazine 2,2-dioxide